1-{[3-(2-chlorophenyl)-2-(2,4-difluorophenyl)oxiran-2-yl]Methyl}-1H-1,2,4-triazole ClC1=C(C=CC=C1)C1C(O1)(C1=C(C=C(C=C1)F)F)CN1N=CN=C1